C1(CCCCC1)CC=1NC(=NN1)C(=O)NC1=NC=NC(=C1)C1=C(C=CC(=C1)OCCC1CCOCC1)C(F)(F)F 5-(cyclohexylmethyl)-N-(6-(5-(2-(tetrahydro-2H-pyran-4-yl)ethoxy)-2-(trifluoromethyl)phenyl)pyrimidin-4-yl)-4H-1,2,4-triazole-3-carboxamide